(2-bromo-3-fluoro-5-(methylamino)-4-nitrophenyl)methanol BrC1=C(C=C(C(=C1F)[N+](=O)[O-])NC)CO